ClC1=CC=C(C(=N1)C(=O)O)N[C@H](C)C=1C=C(C=C2C(C(=C(OC12)N1CCC(CC1)(F)F)C)=O)C 6-Chloro-3-[[(1R)-1-[2-(4,4-difluoro-1-piperidyl)-3,6-dimethyl-4-oxo-chromen-8-yl]ethyl]amino]pyridine-2-carboxylic Acid